N-[[3-methyl-4-methanesulfonyl-7-[4-(trifluoromethoxy)phenyl]benzimidazol-5-yl]methyl]prop-2-enamide CN1C=NC2=C1C(=C(C=C2C2=CC=C(C=C2)OC(F)(F)F)CNC(C=C)=O)S(=O)(=O)C